N1(C=NC2=C1C=CC=C2)C2=CC=C(C=N2)CNC(=O)[C@H]2N(C[C@@H](C2)O)C([C@H](C(C)(C)C)N2N=NC(=C2)C2CC2)=O (2S,4r)-N-[[6-(benzoimidazol-1-yl)-3-pyridinyl]methyl]-1-[(2S)-2-(4-cyclopropyltriazol-1-yl)-3,3-dimethyl-butyryl]-4-hydroxy-pyrrolidine-2-carboxamide